OC[C@@H]1[C@@H]([C@@H]2[C@@H](OC(O2)(C)C)O1)O (3aR,5R,6S,6aR)-5-(hydroxymethyl)-2,2-dimethyltetrahydrofuro[2,3-d][1,3]dioxol-6-ol